C12C(CC(CC1)CO[Si](OC)(OC)CC)O2 4-epoxycyclohexyl-ethyltrimethoxysilane